COCCCNC[C@H](O)[C@@H](O)[C@H](O)[C@H](O)CO N-Methoxypropylglucamine